N-(2-methoxy-4-(1-phenylcyclopentane-1-carboxamido)phenyl)-3-cyanobenzamide COC1=C(C=CC(=C1)NC(=O)C1(CCCC1)C1=CC=CC=C1)NC(C1=CC(=CC=C1)C#N)=O